FC1=C(C=C(C=C1)OC(F)(F)F)N1CC2=C(CCC1)C=C(C=C2)CCC(=O)O 3-(2-(2-fluoro-5-(trifluoromethoxy)phenyl)-2,3,4,5-tetrahydro-1H-benzo[c]azepin-7-yl)propionic acid